C(C([2H])([2H])[2H])([2H])([2H])OS(=O)(=O)C(F)(F)F Ethyl-d5-trifluoromethansulfonat